sodium CETYL STEARYL sulfate S(=O)(=O)(OCCCCCCCCCCCCCCCC)OCCCCCCCCCCCCCCCCCC.[Na]